1-chloro-4-phenylbutane ClCCCCC1=CC=CC=C1